CCCCCCCCCCCCCCCCCC(=O)NC1=CC=C(C=C1)NC(=O)CCCCCCCCCCCCCCCCC p-phenylenebisstearamide